C(C1=CC=CC=C1)(=O)ON(C(C(C(=O)OCC)CC1CN(C(C1)=O)C1=CC=CC=C1)=O)C methyl-(3-ethoxy-3-oxo-N-((5-oxo-1-phenylpyrrolidin-3-yl) methyl) propionylamino) benzoate